N-(4-cyclobutoxypyrimidin-2-yl)-2-(2,6-dioxopiperidin-3-yl)-1,3-dioxoisoindoline-5-carboxamide C1(CCC1)OC1=NC(=NC=C1)NC(=O)C=1C=C2C(N(C(C2=CC1)=O)C1C(NC(CC1)=O)=O)=O